7-{(1S)-1-[1-(2,4-difluorophenyl)-1H-1,2,3-triazol-4-yl]propyl}-5-[2-(trifluoromethyl)pyrimidin-5-yl]pyrrolo[2,1-f][1,2,4]triazin-4-amine FC1=C(C=CC(=C1)F)N1N=NC(=C1)[C@@H](CC)C1=CC(=C2C(=NC=NN21)N)C=2C=NC(=NC2)C(F)(F)F